N[C@H]1[C@@H](CN(C1)CCOC)C=1C=C(C#N)C=CC1 3-((3R,4S)-4-amino-1-(2-methoxyethyl)pyrrolidin-3-yl)benzonitrile